CN1N=CC(=C1CC1=CC(=NC=C1)NC([C@H](C1CCC(CC1)C)NC(OC(C)(C)C)=O)=O)C Tert-butyl ((S)-2-((4-((1,4-dimethyl-1H-pyrazol-5-yl)methyl)pyridin-2-yl)amino)-1-((1r,4S)-4-methylcyclohexyl)-2-oxoethyl)carbamate